Tetraethylene glycol monodecyl ether C(CCCCCCCCC)OCCOCCOCCOCCO